O=C1N(C(CCC1N1C(C2=CC=C(C=C2C1)O[C@@H]1[C@H](CN(C1)C1=CC=CC=C1)NC(OC(C)(C)C)=O)=O)=O)COCC[Si](C)(C)C tert-butyl ((3S,4S)-4-((2-(2,6-dioxo-1-((2-(trimethylsilyl)ethoxy)methyl)piperidin-3-yl)-1-oxoisoindolin-5-yl)oxy)-1-phenylpyrrolidin-3-yl)carbamate